7-(1-(2-(1-(4-(2,4-dioxotetrahydropyrimidin-1(2H)-yl)phenyl)piperidin-4-yl)ethyl)piperidin-4-yl)-2-(4-phenoxyphenyl)-9,10-dihydro-4H-benzo[d]pyrazolo[1,5-a][1,3]diazepine-3-carboxamide O=C1N(CCC(N1)=O)C1=CC=C(C=C1)N1CCC(CC1)CCN1CCC(CC1)C1=CC2=C(NC=3N(CC2)N=C(C3C(=O)N)C3=CC=C(C=C3)OC3=CC=CC=C3)C=C1